C(C)(C)N1C(=NN=C1)C1=CC=CC(=N1)NC(=O)NC=1C=NC=CC1 1-(6-(4-isopropyl-4H-1,2,4-triazol-3-yl)pyridin-2-yl)-3-(pyridin-3-yl)urea